CC=1C=C2C=C(C=NC2=CC1)N1C(NC=2C1=NC=CC2)=O 3-(6-methylquinolin-3-yl)-1H-imidazo[4,5-b]pyridin-2(3H)-one